ClC1=NC=C(C=C1C(=O)NC1CC1)OC[C@H](C)N(S(=O)(=O)C(F)(F)F)CC#N 2-chloro-5-[(2S)-2-[cyanomethyl-(trifluoromethylsulfonyl)amino]propoxy]-N-cyclopropyl-pyridine-3-carboxamide